FC=1C(=CC=2C3=C(NC(C2C1)=O)COC[C@H]3N(C(=O)C3=CC=C(C=C3)C3=CC(=CC(=C3)F)F)C)F (S)-N-(8,9-difluoro-6-oxo-1,4,5,6-tetrahydro-2H-pyrano[3,4-c]isoquinolin-1-yl)-3',5'-difluoro-N-methyl-[1,1'-biphenyl]-4-carboxamide